isopropyl ((S)-(((2R,3S,5R)-5-(6-amino-2-fluoro-9H-purin-9-yl)-2-ethynyl-3-(((octyloxy)carbonyl)oxy)tetrahydrofuran-2-yl)methoxy)(phenoxy)phosphoryl)-L-phenylalaninate NC1=C2N=CN(C2=NC(=N1)F)[C@H]1C[C@@H]([C@@](O1)(C#C)CO[P@](=O)(OC1=CC=CC=C1)N[C@@H](CC1=CC=CC=C1)C(=O)OC(C)C)OC(=O)OCCCCCCCC